S1C2=C(C=C1)C=CC(=C2)CC(C)=O (benzo[b]thiophen-6-yl)propan-2-one